7-(4-fluoro-2-isopropoxy-anilino)-N-(morpholin-2-ylmethyl)thiazolo[5,4-d]pyrimidine-2-carboxamide FC1=CC(=C(NC=2C3=C(N=CN2)SC(=N3)C(=O)NCC3CNCCO3)C=C1)OC(C)C